C(C)(C)N1C[C@@H](CCC1)N (R)-1-isopropylpiperidin-3-amine